(4-((2S,4S)-4-ethoxy-1-((5-methoxy-7-methyl-1H-indol-4-yl)methyl)piperidin-2-yl)benzoyl)lysine C(C)O[C@@H]1C[C@H](N(CC1)CC1=C2C=CNC2=C(C=C1OC)C)C1=CC=C(C(=O)N[C@@H](CCCCN)C(=O)O)C=C1